8',9'-dihydrospiro[cyclopentane-1,11'-imidazo[1',2':1,5]pyrrolo[2,3-c]quinolin] C1=C2C3=C(C=NC2=CC=C1)N1C(C32CCCC2)=NCC1